CC1(OB(OC1(C)C)C1=CC(=CC2=C1SC=C2)COC2=C(C=CC=C2)CC(=O)OCC)C ethyl 2-(2-((7-(4,4,5,5-tetramethyl-1,3,2-dioxaborolan-2-yl)benzo[b]thiophen-5-yl)methoxy)phenyl)acetate